3,7,11-trimethyldodeca-2,6,10-trienol CC(=CCO)CCC=C(CCC=C(C)C)C